(S)-N-(2-((5-bromo-6-oxo-1-((2-(trimethylsilyl)ethoxy)methyl)-1,6-dihydropyridazin-4-yl)amino)propoxy)-2-(1-(5-(trifluoromethyl)pyrimidin-2-yl)piperidin-4-yl)acetamide BrC1=C(C=NN(C1=O)COCC[Si](C)(C)C)N[C@H](CONC(CC1CCN(CC1)C1=NC=C(C=N1)C(F)(F)F)=O)C